C1(CC1)S(=O)(=O)NC1=NC(=NC=C1)C1(CCOCC1)C(=O)NC1=NC=C(C=C1)C1=NC(=CN=C1)OCC 4-(4-(cyclopropanesulfonylamino)pyrimidin-2-yl)-N-(5-(6-ethoxypyrazin-2-yl)pyridin-2-yl)tetrahydro-2H-pyran-4-carboxamide